4-fluoro-2-(3-hydroxypropyl)pyrazole-3-carboxamide FC1=C(N(N=C1)CCCO)C(=O)N